Bromocholine BrOCC[N+](C)(C)C